CC1(C2CC(CN12)S(=O)(=O)C1=CC=C(C)C=C1)C 6,6-dimethyl-3-(toluene-4-sulfonyl)azabicyclo-[3.1.0]-hexane